tert-butyl (S)-(2-((tert-butyldiphenylsilyl)oxy)ethyl)(1-hydroxypropan-2-yl)carbamate [Si](C1=CC=CC=C1)(C1=CC=CC=C1)(C(C)(C)C)OCCN(C(OC(C)(C)C)=O)[C@H](CO)C